(r)-4-(3-(4-(4-oxobutoxy)phenyl)pyrrolidin-1-yl)-2-(trifluoromethyl)benzonitrile O=CCCCOC1=CC=C(C=C1)[C@@H]1CN(CC1)C1=CC(=C(C#N)C=C1)C(F)(F)F